N-(4-(4-amino-7-cyano-3-(4-((1-cyclopropyl-1H-pyrazol-3-yl)oxy)-3-fluorophenyl)-1-methyl-1H-pyrrolo[3,2-c]pyridin-2-yl)phenyl)acrylamide NC1=NC=C(C2=C1C(=C(N2C)C2=CC=C(C=C2)NC(C=C)=O)C2=CC(=C(C=C2)OC2=NN(C=C2)C2CC2)F)C#N